FC1(CCN(CCC1)C=1N=NC(=C(C1C(=O)NC=1C=C(C=CC1)[S@](=O)(C)=NC(OC(C)(C)C)=O)C)N1CC2(COC2)C1)F tert-butyl (R)-((3-(3-(4,4-difluoroazepan-1-yl)-5-methyl-6-(2-oxa-6-azaspiro[3.3]heptan-6-yl)pyridazine-4-carboxamido)phenyl)(methyl)(oxo)-λ6-sulfaneylidene)carbamate